1-(6-amino-2-azaspiro[3.3]Hept-2-yl)ethan-1-one NC1CC2(CN(C2)C(C)=O)C1